3-Oleoyl-2-Palmitoylglycerol C(CCCCCCC\C=C/CCCCCCCC)(=O)OCC(CO)OC(CCCCCCCCCCCCCCC)=O